N-[(1S)-1-cyano-2-[(3S)-2-oxopyrrolidin-3-yl]ethyl]-3-cyclopropyl-2-[4-methyl-2-oxo-3-(2,2,2-trifluoroethylamino)-1-pyridyl]propanamide C(#N)[C@H](C[C@H]1C(NCC1)=O)NC(C(CC1CC1)N1C(C(=C(C=C1)C)NCC(F)(F)F)=O)=O